C(C\C=C\C)C1CCCC(O1)=O 6-[(E)-pent-3-enyl]oxacyclohexan-2-one